NCC(=O)N(CCCCCCCCCCCCCCCCCC)CCCCCCCCCCCCCCCCCC 2-amino-N,N-dioctadecylacetamide